ClC=1C=CC(=C(C1)C1=CC(N(C=C1OC)C(C(=O)NC1=CC(=C(C=C1)P(=O)(C)C)C)CC1=CC=CC=C1)=O)N1N=NC(=C1)Cl 2-(4-(5-Chloro-2-(4-chloro-1H-1,2,3-triazol-1-yl)phenyl)-5-methoxy-2-oxopyridine-1(2H)-yl)-N-(4-(dimethylphosphoryl)-3-methylphenyl)-3-phenylpropionamide